FC(CN[C@@H](CC=1C(=C(N)C=CC1)C)C)(C)F (R)-3-(2-((2,2-difluoropropyl)amino)propyl)-2-methylaniline